ClC=1C(=C2C=NNC2=C(C1F)CF)C1=CC=2N(C=C1)N=C(C2)NC(=O)C2C(C2)F N-(5-(5-chloro-6-fluoro-7-(fluoromethyl)-1H-indazol-4-yl)pyrazolo[1,5-a]pyridin-2-yl)-2-fluorocyclopropane-1-carboxamide